1-methyl-N-{2-[(2R)-1-methylpiperidin-2-yl]-1H-pyrrolo[3,2-c]pyridin-6-yl}-2-oxoquinoline-6-carboxamide CN1C(C=CC2=CC(=CC=C12)C(=O)NC1=CC2=C(C=N1)C=C(N2)[C@@H]2N(CCCC2)C)=O